4-cyanophenyltrityl sulfide C(#N)C1=CC=C(C=C1)C1=C(C(C2=CC=CC=C2)(C2=CC=CC=C2)SC(C2=C(C=CC=C2)C2=CC=C(C=C2)C#N)(C2=CC=CC=C2)C2=CC=CC=C2)C=CC=C1